C1=CC=CC=2C3=CC=CC=C3C(C12)COC(=O)N([C@H](C(=O)O)CC(OCC=C)=O)C (2S)-2-[9H-fluoren-9-ylmethoxycarbonyl-(methyl)amino]-4-oxo-4-prop-2-eneoxybutyric acid